Methyl-cyclopentadiene manganese [Mn].CC1=CC=CC1